tert-Butyl 4-(2-{(S)-(4,4-difluorocyclohexyl)[(4-methyl-1,2,5-oxadiazole-3-carbonyl)-amino]methyl}-4-fluoro-1H-benzimidazol-5-yl)tetrahydropyran-4-carboxylate FC1(CCC(CC1)[C@@H](C1=NC2=C(N1)C=CC(=C2F)C2(CCOCC2)C(=O)OC(C)(C)C)NC(=O)C2=NON=C2C)F